di-t-butyltin diacrylate C(C=C)(=O)[O-].C(C=C)(=O)[O-].C(C)(C)(C)[Sn+2]C(C)(C)C